tert-butyl (4-(bis(8-(didecylamino)-8-oxooctyl)amino)-3-fluoro-4-oxobutyl)carbamate C(CCCCCCCCC)N(C(CCCCCCCN(C(C(CCNC(OC(C)(C)C)=O)F)=O)CCCCCCCC(N(CCCCCCCCCC)CCCCCCCCCC)=O)=O)CCCCCCCCCC